C1(CC1)C1=C(C=NC2=CC=CN=C12)NC1=CC=C(C=C1)[C@@H](C(F)(F)F)N(C(=O)C1CNCC1)C N-((S)-1-(4-((4-cyclopropyl-1,5-naphthyridin-3-yl)amino)phenyl)-2,2,2-trifluoroethyl)-N-methylpyrrolidine-3-carboxamide